(R)-1-ethyl-8-((tetrahydro-2H-pyran-4-yl)methyl)-3-(1-(4-(trifluoromethyl)phenyl)ethyl)-1,3,8-triazaspiro[4.5]decane-2,4-dione C(C)N1C(N(C(C12CCN(CC2)CC2CCOCC2)=O)[C@H](C)C2=CC=C(C=C2)C(F)(F)F)=O